(1S,2S,3S,6R)-4-(fluoromethyl)-6-(((1-methylcyclohexyl)methyl)amino)cyclohex-4-ene-1,2,3-triol FCC=1[C@@H]([C@@H]([C@H]([C@@H](C1)NCC1(CCCCC1)C)O)O)O